ClC1=NC=C(C(=N1)C1=CC2=C(N=CC=3CC4(CC4)N(CC23)C(=O)OC(C)(C)C)C(=C1)F)Cl tert-butyl 9-(2,5-dichloropyrimidin-4-yl)-7-fluoro-1,4-dihydro-2H-spiro[benzo[c][2,6]naphthyridine-3,1'-cyclopropane]-2-carboxylate